piperidinyl-(piperidine) N1(CCCCC1)N1CCCCC1